ClC=1C=CC(=C(C1)[C@]12CN(C([C@@H]2C1)O)C(=O)OC(C)(C)C)F tert-butyl (1s,5R)-1-(5-chloro-2-fluorophenyl)-4-hydroxy-3-azabicyclo[3.1.0]hexane-3-carboxylate